N-(2-(4-Cyanothiazolidin-3-yl)-2-oxoethyl)-6-(furan-3-yl)quinoline-4-carboxamide C(#N)C1N(CSC1)C(CNC(=O)C1=CC=NC2=CC=C(C=C12)C1=COC=C1)=O